(S)-1-((2S,3R)-3-amino-2-hydroxy-5-methylhexanoyl)-N-((S)-1-(azetidin-1-yl)-4-methyl-1-oxopentan-2-yl)pyrrolidine-2-carboxamide N[C@@H]([C@@H](C(=O)N1[C@@H](CCC1)C(=O)N[C@H](C(=O)N1CCC1)CC(C)C)O)CC(C)C